FC=1C=C2CCN(C(C2=CC1)(C)C)C1=CC(=C(C(=C1)C)C(C(=O)N)C(C)(C)C)C (4-(6-fluoro-1,1-dimethyl-3,4-dihydroisoquinolin-2(1H)-yl)-2,6-dimethylphenyl)-3,3-dimethylbutyramide